OC=1C(=CC2=CN(N=C2C1C)C)C=1N=CC2=C(N1)C=CN(C2=O)[C@H]2C[C@H](CC2)NC 2-(6-hydroxy-2,7-dimethyl-indazol-5-yl)-6-[(1R,3S)-3-(methylamino)cyclopentyl]pyrido[4,3-d]pyrimidin-5-one